C(C)(C)(C)OC([C@H](N(C1=CC=C2C(=CC(OC2=C1)=O)C1=C(C=CC=C1)C)C)C)=O tert-butyl-N-methyl-N-(2-oxo-4-(o-tolyl)-2H-chromen-7-yl)-D-alaninate